5-chloro-3-isopropyl-2-oxo-2,3-dihydro-1H-benzo[d]imidazole-4-carbonitrile ClC1=C(C2=C(NC(N2C(C)C)=O)C=C1)C#N